C(C)[C@]1(C(OCC=2C(N3CC=4C(=NC5=CC(=C(C6=C5C4CCC6)C(=O)O)F)C3=CC21)=O)=O)O (S)-9-ethyl-5-fluoro-9-hydroxy-10,13-dioxo-2,3,9,10,13,15-hexahydro-1H,12H-benzo[de]pyrano[3',4':6,7]indolizino[1,2-B]quinoline-4-carboxylic acid